4-((1-(tert-Butoxycarbonyl)piperidin-4-yl)amino)-2-chloropyrimidine-5-carboxylic acid C(C)(C)(C)OC(=O)N1CCC(CC1)NC1=NC(=NC=C1C(=O)O)Cl